tributylmethylammonium 2-propylpentanoate C(CC)C(C(=O)[O-])CCC.C(CCC)[N+](C)(CCCC)CCCC